C(#N)C(=CC1C(C1C(=O)OC)(C)C)C methyl 3-(2-cyano-1-propen-1-yl)-2,2-dimethylcyclopropanecarboxylate